N-(5-(4-fluorophenoxy)pyridin-2-yl)-2-(piperazin-1-yl)propanamide FC1=CC=C(OC=2C=CC(=NC2)NC(C(C)N2CCNCC2)=O)C=C1